CCC(=O)NS(=O)(=O)C1=CC=C(C=C1)C2=C(ON=C2C3=CC=CC=C3)C The molecule is an N-acylsulfonamide resulting from the formal condensation of valdecoxib with propionic acid. It is a prodrug for valdecoxib. It has a role as a cyclooxygenase 2 inhibitor, a non-narcotic analgesic, a non-steroidal anti-inflammatory drug and a prodrug. It is a member of isoxazoles and a N-sulfonylcarboxamide. It derives from a valdecoxib.